3-chloro-N-(1-(5-(3-cyano-6-(3-Cyano-3-methylazetidin-1-yl)pyrazolo[1,5-a]pyridin-4-yl)pyridin-2-yl)-4-methylpiperidine-4-yl)picolinamide ClC=1C(=NC=CC1)C(=O)NC1(CCN(CC1)C1=NC=C(C=C1)C=1C=2N(C=C(C1)N1CC(C1)(C)C#N)N=CC2C#N)C